N-(quinolin-8-yl)-4-(trifluoromethoxy)benzamide N1=CC=CC2=CC=CC(=C12)NC(C1=CC=C(C=C1)OC(F)(F)F)=O